C(C)(C)(CC(C)(C)C)N Tertiary octylamine